N-{4-[2-(4-fluorophenyl)-4,5,6,7-tetrahydropyrazolo[1,5-a]pyrazin-3-yl]pyridin-2-yl}cyclopropanecarboxamide FC1=CC=C(C=C1)C1=NN2C(CNCC2)=C1C1=CC(=NC=C1)NC(=O)C1CC1